(S)-3-(3-(4-Methoxyphenyl)-1,2,4-oxadiazol-5-yl)-N-((1-(4-methylbenzyl)pyrrolidin-3-yl)methyl)propanamide COC1=CC=C(C=C1)C1=NOC(=N1)CCC(=O)NC[C@H]1CN(CC1)CC1=CC=C(C=C1)C